C1(=CC=CC2=CC=CC=C12)N(C1=CC=C(C=C1)C1=CC=C(C=C1)N(C1=CC=CC=C1)C1=CC=CC2=CC=CC=C12)C1=CC=CC=C1 N4,N4'-di(naphthalene-1-yl)-N4,N4'-diphenylbiphenyl-4,4'-diamine